2-((2-aminophenyl)amino)ethan-1-ol sodium erucyl-sarcosinate C(CCCCCCCCCCC\C=C/CCCCCCCC)N(C)CC(=O)[O-].[Na+].NC1=C(C=CC=C1)NCCO